C(CCCCCCC\C=C/C\C=C/CCCCC)C(CCCCCCC\C=C/C\C=C/CCCCC)O linoleyl-((9Z,12Z)-octadec-9,12-dien-1-ol)